hydroxypropyl-L-glutamine OCCCN[C@@H](CCC(N)=O)C(=O)O